C[C@@H]1N(CC1)C1=NC(=CC2=C1N=CS2)N2C[C@@H]1C([C@@H]1C2)CC(=O)O 2-((1R,5S,6R)-3-(4-((S)-2-methyl-azetidine-1-yl)thiazolo[4,5-c]pyridin-6-yl)-3-azabicyclo[3.1.0]hexan-6-yl)acetic acid